6-{7-[(7s,8r)-7-fluoro-5-azaspiro[3.5]nonan-8-yl]-6,7-dihydro-5H-pyrrolo[2,3-c]pyridazin-3-yl}-2-methyl-1,3-benzothiazol-5-ol formate salt C(=O)O.F[C@H]1CNC2(CCC2)C[C@H]1N1CCC2=C1N=NC(=C2)C2=CC1=C(N=C(S1)C)C=C2O